tert-Butyl 2-(6-(2-((2,2-difluoroethyl)(isopropyl)carbamoyl)-4-fluorophenoxy)-1,2,4-triazin-5-yl)-2,7-diazaspiro[3.5]nonane-7-carboxylate FC(CN(C(=O)C1=C(OC2=C(N=CN=N2)N2CC3(C2)CCN(CC3)C(=O)OC(C)(C)C)C=CC(=C1)F)C(C)C)F